1-menthen-8-thiol C1(=CCC(CC1)C(C)(C)S)C